CC1=C(C)C(=CC=C1)C 2,6-dimethyltoluene